OCCN1C=CC2=C1N=CN=C2OC2=CC=C(C=C2)NC(CC2=CC=C(C=C2)C(F)(F)F)=O N-(4-((7-(2-hydroxyethyl)-7H-pyrrolo[2,3-D]pyrimidin-4-yl)oxy)phenyl)-2-(4-(Trifluoromethyl)phenyl)acetamide